BrC1N(C2=C(N1)C=CC(=C2)C#N)C2CC2 2-bromo-3-cyclopropyl-2,3-dihydro-1H-benzo[d]imidazole-5-carbonitrile